C1(CCCC1)[C@@H]1NS(C2=C(C1)C=C(C(=C2)S(=O)(=O)N2CCN(CC2)C)C)(=O)=O |r| (3RS)-3-Cyclopentyl-6-methyl-7-(4-methyl-piperazine-1-sulfonyl)-3,4-dihydro-2H-benzo[e][1,2]thiazine-1,1-dioxide